C1(=C(C=CC=C1)NC(=O)N1C=COC2=C1C=CC=C2)C N-(2-tolyl)-1,4-benzoxazine-4-carboxamide